CN(CCCC(=O)NCCSSCCNC(CCC(=O)NC(C(=O)NCCCCCCCC\C=C/CCCCCCCC)CCC(=O)NCCCCCCCC\C=C/CCCCCCCC)=O)C 2-[[4-[2-[2-[4-(dimethylamino)butanoylamino]ethyldisulfanyl]ethylamino]-4-oxo-butanoyl]amino]-N,N'-bis[(Z)-octadec-9-enyl]pentanediamide